CC1=NC2=NC=CC=C2C=C1 2-Methyl-[1,8]naphthyridine